C1(CC1)C(CCCCCN1CCN(CC1)C(=O)OC(C)(C)C)O tert-butyl 4-(6-cyclopropyl-6-hydroxy-hexyl)piperazine-1-carboxylate